COC1N(CCC1)CC 1-(2-methoxypyrrolidin-1-yl)ethane